BrC1=C(C(=CC(=C1)OCC)F)N1N=C2N=C(NC(C2=C1)=O)OCC 2-(2-bromo-4-ethoxy-6-fluorophenyl)-6-ethoxy-2,5-dihydro-4H-pyrazolo[3,4-d]pyrimidin-4-one